FC1=C(CC2=NC3=C(N2C[C@H]2OCC2)C=C(C=C3F)C(=O)O)C=C(C(=C1)C1=NC(=C(C=C1)F)OCC=1SC(=NN1)C)F (S)-2-(2,5-difluoro-4-(5-fluoro-6-((5-methyl-1,3,4-thiadiazol-2-yl)methoxy)pyridin-2-yl)benzyl)-4-fluoro-1-(oxetan-2-ylmethyl)-1H-benzo[d]imidazole-6-carboxylic acid